3-methanesulfonyl-3-methylbut-1-yn CS(=O)(=O)C(C#C)(C)C